C(C)C1(NC(N(C(C1)=O)CC1=CC(=CC=C1)C(N[C@H]1[C@@H](C(OC2=CC=CC=C12)(C)C)O)=O)=NC(OC(C)(C)C)=O)CC tert-butyl (4,4-diethyl-1-(3-(((3S,4R)-3-hydroxy-2,2-dimethylchroman-4-yl)carbamoyl)benzyl)-6-oxotetrahydropyrimidin-2(1H)-ylidene)carbamate